C(CCCCCCCC)C=1C(=C(C=CC1)OC1=C(C(=CC=C1)CCCCCCCCC)CCC)CCC nonylpropylphenyl ether